1'-(3,5-dimethoxybenzyl)-5,5-dimethyl-2',4-dioxospiro[cyclohexane-1,3'-indolin] COC=1C=C(CN2C(C3(C4=CC=CC=C24)CCC(C(C3)(C)C)=O)=O)C=C(C1)OC